C(CCCCCC)[C@@H]1OC2=CC(=CC=C2[C@@H](C1)NCC1=CC(=C(C=C1)F)Cl)OC Cis-2-heptyl-4-(3-chloro-4-fluorobenzylamino)-7-methoxychroman